Zinc-arsenic [As].[Zn]